3-fluoro-5-(trifluoromethyl)benzaldehyde FC=1C=C(C=O)C=C(C1)C(F)(F)F